[NH4+].[O-2].[Na+] sodium oxide, ammonium salt